4-(((S)-1-cyclopropylethyl)amino)-2-(2,6-dioxopiperidin-3-yl)isoindoline-1,3-dione C1(CC1)[C@H](C)NC1=C2C(N(C(C2=CC=C1)=O)C1C(NC(CC1)=O)=O)=O